NC1=C(C=CC=C1)CC(=O)NC1=CC=C(C(=O)NC2=CC=C(C=C2)S(NC2=CC=CC=C2)(=O)=O)C=C1 4-(2-(2-aminophenyl)acetamido)-N-(4-(N-phenylsulfamoyl)phenyl)benzamide